C1(CC1)COC=1C=C(C(=O)N[C@H](C)C=2C=NC(=NC2)C(F)(F)F)C=C(C1)C=1SC(=CN1)C 3-(cyclopropylmethoxy)-5-(5-methyl-1,3-thiazol-2-yl)-N-{(1R)-1-[2-(trifluoromethyl)pyrimidin-5-yl]ethyl}benzamide